C(C)OC=CC(C(F)F)=O 4-ethoxy-1,1-difluorobut-3-en-2-one